N-(3-morpholinopropyl)pyridinamide O1CCN(CC1)CCCNC(=O)C1=NC=CC=C1